ClCCCOC1=CC=C(C=C1)C=1OC2=C(C(C1)=O)C(=CC=C2)O 2-(4-(3-Chloropropoxy)phenyl)-5-hydroxy-4H-benzopyran-4-one